1,1'-biphenyl-4-formaldehyde tert-butylmethyl-(2-((4-methyl-3,4-dihydro-2H-benzo[b][1,4]oxazin-7-yl)amino)-2-oxoethyl)carbamate C(C)(C)(C)OC(N(CC(=O)NC=1C=CC2=C(OCCN2C)C1)C)=O.C1(=CC=C(C=C1)C=O)C1=CC=CC=C1